C(CCCCC)C=1OCCN1 hexyl-2-oxazoline